2-(4-(Trifluoromethyl)phenyl)-8-azaspiro[4.5]decane FC(C1=CC=C(C=C1)C1CC2(CC1)CCNCC2)(F)F